C(C)C(CC)OC1=CC=C(C=C1)C1=CC=CN2C1=NS(CC2)(=O)=O 9-[4-(1-ethylpropoxy)phenyl]-3,4-dihydropyrido[2,1-c][1,2,4]thiadiazine 2,2-dioxide